C(C)(C)N(P(OCCC#N)OC1CCN(CC1)C(CC=1C(OC2=CC(=CC=C2C1C)N(C)C)=O)=O)C(C)C 2-cyanoethyl (1-(2-(7-(dimethylamino)-4-methyl-2-oxo-2H-chromen-3-yl)acetyl)piperidin-4-yl) diisopropylphosphoramidite